((2-((4-fluoro-3-nitrophenyl)amino)pyrimidin-4-yl)amino)dimethylphosphine oxide FC1=C(C=C(C=C1)NC1=NC=CC(=N1)NP(C)(C)=O)[N+](=O)[O-]